C(C)(C)(C)C1=NSC(=N1)NC(OC1=CC=CC=C1)=O phenyl (3-(tert-butyl)-1,2,4-thiadiazol-5-yl)carbamate